C(C(=C)C)(=O)O.C(C(=C)C)(=O)O.OC1=CC=C(C=C1)C(C)(C)C1=CC=C(C=C1)O 2,2-bis-(p-hydroxyphenyl)propane dimethacrylate